[C@H]12COC[C@@H]2C1NC(=O)C=1C=C(C2=C([C@H](CO2)C2=C3C=CNC3=CC=C2)C1)C(=O)NC |o1:14| (R*)-N5-((1R,5S,6r)-3-Oxabicyclo[3.1.0]hexan-6-yl)-3-(1H-indol-4-yl)-N7-methyl-2,3-dihydrobenzofuran-5,7-dicarboxamide